4-(5-methoxycarbonyl-thiophen-3-yl)-piperazine-1-carboxylic acid tert-butyl ester C(C)(C)(C)OC(=O)N1CCN(CC1)C1=CSC(=C1)C(=O)OC